CN1C(CN(CC1C=1SC2=C(N1)C=C(C=C2)B2OC(C(O2)(C)C)(C)C)C)=O 1,4-dimethyl-6-(5-(4,4,5,5-tetramethyl-1,3,2-dioxaborolan-2-yl)benzo[d]thiazol-2-yl)piperazin-2-one